N1=NC(=CC2=C1C1=C(OCC2)C=CC=C1)N1N=C(N=C1N)NC1=CC(=C(C=C1)N1CCC(CC1)N1CCCC1)F 1-(6,7-dihydro-5H-benzo[2,3]oxepino[4,5-c]pyridazin-3-yl)-N3-(3-fluoro-4-(4-pyrrolidin-1-ylpiperidinyl)phenyl)-1H-1,2,4-triazole-3,5-diamine